4-(5-methyl-3-(trifluoromethyl)-1H-pyrazol-1-yl)benzaldehyde CC1=CC(=NN1C1=CC=C(C=O)C=C1)C(F)(F)F